(S)-2-amino-4-oxo-4-(2-(p-tolyl)-2H-tetrazol-5-yl)butanoic acid N[C@H](C(=O)O)CC(C=1N=NN(N1)C1=CC=C(C=C1)C)=O